C12CNCC(CC1)N2C2=NC1=CC=C(C=C1C(=N2)C2=NOC(=N2)C)S(=O)(=O)NC2(CC2)C 2-(3,8-diazabicyclo[3.2.1]octan-8-yl)-4-(5-methyl-1,2,4-oxadiazol-3-yl)-N-(1-methylcyclopropyl)quinazoline-6-sulfonamide